N-(cis-2-(biphenyl-3-ylmethyl)-1-isobutyrylpyrrolidin-3-yl)cyclopropanesulfonamide C1(=CC(=CC=C1)C[C@@H]1N(CC[C@@H]1NS(=O)(=O)C1CC1)C(C(C)C)=O)C1=CC=CC=C1